C(C)(C)(C)C=1OC(=CN1)C(=O)N1[C@H](C2=C(CC1)NC=N2)C2=NN1C(C(=CC=C1)C(F)F)=C2 (R)-(2-(tert-butyl)oxazol-5-yl)(4-(4-(difluoromethyl)pyrazolo[1,5-a]pyridin-2-yl)-1,4,6,7-tetrahydro-5H-imidazo[4,5-c]pyridin-5-yl)methanone